6-(3-(ethylsulfonyl)-6-(2H-1,2,3-triazol-2-yl)pyridin-2-yl)-2-(trifluoromethyl)pyrazolo[1,5-a]pyrimidine C(C)S(=O)(=O)C=1C(=NC(=CC1)N1N=CC=N1)C=1C=NC=2N(C1)N=C(C2)C(F)(F)F